N=C1OC=CN1CC1=CC=CC=2NC(=NC21)NC(CO)(C)C2=CC(=CC=C2)C(F)(F)F (+)-2-({4-[(2-imino-2,3-dihydro-1,3-oxazol-3-yl)methyl]-1H-1,3-benzodiazol-2-yl}amino)-2-[3-(trifluoromethyl)-phenyl]propan-1-ol